2-((1-(4,4-difluorocyclohexyl)-4-oxo-4,5-dihydro-1H-pyrazolo[3,4-d]pyrimidin-6-yl)thio)-N-(5-(ethylthio)-1,3,4-thiadiazol-2-yl)propanamid FC1(CCC(CC1)N1N=CC2=C1N=C(NC2=O)SC(C(=O)NC=2SC(=NN2)SCC)C)F